(3R)-3-({2-[1-(cyclopropylmethyl)-1H-pyrazol-4-yl][1,2,4]triazolo[1,5-c]quinazolin-5-yl}amino)azepan-2-one C1(CC1)CN1N=CC(=C1)C1=NN2C(=NC=3C=CC=CC3C2=N1)N[C@H]1C(NCCCC1)=O